C(CCCCCCCCC)C1=C(C2=CC=CC=C2C=C1)N.[Na] sodium 2-decylnaphthylamine